NC[C@@]12[C@@H]([C@@H]([C@H](C(OC1)O2)N2C(SCC2=O)=O)O)O ((1S,2R,3R,4R)-1-(aminomethyl)-2,3-dihydroxy-6,8-dioxabicyclo[3.2.1]oct-4-yl)thiazolidine-2,4-dione